6-Amino-2-fluoro-N,N-dimethyl-3-((1R,2S)-2-methyl-1',2'-dihydrospiro[cyclopropane-1,3'-pyrrolo[2,3-b]pyridin]-5'-yl)benzamide NC1=CC=C(C(=C1C(=O)N(C)C)F)C=1C=C2C(=NC1)NC[C@]21[C@H](C1)C